OC1=C(CCCC2=C(C=CC(=C2)C)O)C=C(C=C1)C bis[2-hydroxy-5-methylbenzyl]-methane